N-vinyl-5-ethyl-2-pyrrolidone C(=C)N1C(CCC1CC)=O